Cl.C1(CCCCC1)N1C2C3=CC=CC=C3C1CCC2 12-cyclohexyl-12-azatricyclo[6.3.1.02,7]dodeca-2,4,6-triene hydrochloride